P(O)(O)(O)=O.C1=C(C=CC2=CC=CC=C12)C1=CC2=CC=CC=C2C=C1 (R)-2,2'-binaphthyl-phosphoric acid